(S)-ethyl-2'-amino-1'-(4-chlorophenyl)-6'-isobutyl-7-chloro-2,5',7'-trioxo-1',5',6',7'-tetrahydrospiro[indoline-3,4'-pyrrolo[3,4-b]pyridine]-3'-carboxylate C(C)OC(=O)C=1[C@]2(C3=C(N(C1N)C1=CC=C(C=C1)Cl)C(N(C3=O)CC(C)C)=O)C(NC3=C(C=CC=C32)Cl)=O